6-methyl-5-phenethyloxy-pyridin-2-amine CC1=C(C=CC(=N1)N)OCCC1=CC=CC=C1